Benzyl (4S)-4-[(2S)-3-(benzyloxy)-2-acetamidopropanamido]-2,2,6-trimethyl-3-oxoheptanoate C(C1=CC=CC=C1)OC[C@@H](C(=O)N[C@H](C(C(C(=O)OCC1=CC=CC=C1)(C)C)=O)CC(C)C)NC(C)=O